CN(N=O)CCC1=NC=CC=C1 N-methyl-N-(2-(pyridin-2-yl)ethyl)nitrous amide